C(C)OC(OCC)[SiH2]CC[Si](OCC)(OCC)OCC 1-(diethoxymethylsilyl)-2-(triethoxysilyl)ethane